[Ti].[Cu].[B].[Cu] copper-boron-copper-titanium